4-[5-(2-aminoethyl)pyrimidin-2-yl]-3-(2-tert-butyl-5-cyclopropylpyrazol-3-yl)oxybenzonitrile NCCC=1C=NC(=NC1)C1=C(C=C(C#N)C=C1)OC=1N(N=C(C1)C1CC1)C(C)(C)C